FC=1C=C2C(=NC1C(C)O)OCC2 1-(5-fluoro-2,3-dihydrofuro[2,3-b]pyridin-6-yl)ethanol